N1NCC2=CC=CC=C12 aza-indoline